(2s,6r)-4-(11-chloro-6-oxo-3-(thiophen-3-yl)-10-(trifluoromethyl)-2,3,4,6-tetrahydro-[1,4]thiazepino[2,3,4-ij]quinazolin-8-yl)-2,6-dimethylpiperazine-1-carboxylic acid tert-butyl ester C(C)(C)(C)OC(=O)N1[C@H](CN(C[C@H]1C)C1=NC(N2C3=C(C(=C(C=C13)C(F)(F)F)Cl)SCC(C2)C2=CSC=C2)=O)C